C(CCCCCCCCCCCCCCCCCCC)N 1-eicosylamine